9,9-dimethyl-7-(piperazin-1-ylmethyl)-9,10-dihydroacridine-3-carbonitrile CC1(C2=CC(=CC=C2NC=2C=C(C=CC12)C#N)CN1CCNCC1)C